oleic acid iodine [I].C(CCCCCCC\C=C/CCCCCCCC)(=O)O